BrC1=NN2C(N(C3=C(C2=O)CN(C3=O)[C@@H](COC)C)CC(=O)NC3=NC=C(C=C3)F)=C1 |r| 2-{2-bromo-6-[(±)-1-methoxypropan-2-yl]-5,8-dioxo-5,6,7,8-tetrahydro-4H-pyrazolo[1,5-a]pyrrolo[3,4-d]pyrimidin-4-yl}-N-(5-fluoropyridin-2-yl)acetamide